3-chloro-5-(2H-1,2,3-triazol-2-yl)-4-[1-[4-[(trifluoromethyl)thio]phenyl]ethyl]pyridine ClC=1C=NC=C(C1C(C)C1=CC=C(C=C1)SC(F)(F)F)N1N=CC=N1